O=C1NC(CCC1N1C(N(C2=C1C=CC=C2N2CCN(CC2)C(=O)OC(C)(C)C)C)=O)=O Tert-butyl 4-[1-(2,6-dioxopiperidin-3-yl)-3-methyl-2-oxo-1,3-benzodiazol-4-yl]piperazine-1-carboxylate